N-(5-(difluoromethoxy)-1H-pyrazol-3-yl)-1-((R)-1-((R)-tetrahydrofuran-3-yl)ethyl)-1H-pyrazolo[3,4-b]Pyrazin-6-amine FC(OC1=CC(=NN1)NC1=CN=C2C(=N1)N(N=C2)[C@H](C)[C@@H]2COCC2)F